NC1=NC(=C2C(=N1)NN=C2)C=2C=C(C#N)C=CC2 3-(6-amino-1H-pyrazolo[3,4-d]pyrimidine-4-yl)benzonitrile